di-tert-butyl-(4-dimethylaminophenyl)palladium (II) dichloride C(C)(C)(C)[Pd-3](C1=CC=C(C=C1)N(C)C)(C(C)(C)C)(Cl)Cl